(R)-9-(azetidin-1-yl)-1-methyl-4-((1-methyl-1H-pyrazol-4-yl)methyl)-N-(1-methylcyclopropyl)-5-oxo-1,2,4,5-tetrahydroimidazo[1,2-a]quinazoline-7-sulfonamide N1(CCC1)C=1C=C(C=C2C(N(C=3N(C12)[C@@H](CN3)C)CC=3C=NN(C3)C)=O)S(=O)(=O)NC3(CC3)C